CNCCCOC=1C=CC(=NC1)C1=NC=CC(=C1)C1=NOC(=N1)C(F)(F)F N-methyl-3-(4'-(5-(trifluoromethyl)-1,2,4-oxadiazol-3-yl)-2,2'-bipyridin-5-yloxy)propan-1-amine